N-(5-cyclopropyl-1H-pyrazol-3-yl)propanamide C1(CC1)C1=CC(=NN1)NC(CC)=O